(S or R)-N-((5-chloro-6-(thiazol-4-ylmethoxy)-1H-indol-2-yl)methyl)-2-fluoropropanamide ClC=1C=C2C=C(NC2=CC1OCC=1N=CSC1)CNC([C@H](C)F)=O |o1:20|